N-(2-Chloro-3-{(4S)-2-imino-4-methyl-1-[(2R*,4R*)-2-methyl-tetrahydropyran-4-yl]-6-oxo-hexahydropyrimidin-4-yl}phenyl)-6-methylpyrazine-2-carboxamide hydrochloride Cl.ClC1=C(C=CC=C1[C@]1(NC(N(C(C1)=O)[C@H]1C[C@H](OCC1)C)=N)C)NC(=O)C1=NC(=CN=C1)C |o1:15,17|